sodium europium [Eu].[Na]